6-(2,6-dichlorophenyl)-8-isopropyl-2-[[1-(4-piperidyl)pyrazol-4-yl]amino]pyrido[4,3-d]pyrimidin-5-one ClC1=C(C(=CC=C1)Cl)N1C(C2=C(N=C(N=C2)NC=2C=NN(C2)C2CCNCC2)C(=C1)C(C)C)=O